C(C)N(C1=CC=C2C(=C(C(OC2=C1)=O)C1=CC=C(C=C1)N1C(C=CC1=O)=O)C)CC 7-diethylamino-3-(4-maleimido-phenyl)-4-methylcoumarin